3-hydroxy-6,12-dihydrobenzo[c]acridin-7(5H)-one OC=1C=CC2=C(CCC=3C(C=4C=CC=CC4NC23)=O)C1